C(=O)(O)C1=CC=CC=2C(C3=CC=CC(=C3C(C12)=O)C(=O)O)=O 4,5-dicarboxylanthraquinone